C[C@H]1CC[C@H](CN1C(CC1=CC=C(C=C1)C=1C=NC(=CC1)C(F)(F)F)=O)C(=O)O (3R,6S)-6-methyl-1-(2-(4-(6-(trifluoromethyl)pyridin-3-yl)phenyl)acetyl)piperidine-3-carboxylic acid